6-(1,2-dimethyl-1H-benzimidazol-5-yl)-5-[1-(3,3,4,4-tetrafluorobutyl)-1H-pyrazol-4-yl]pyridine-2-carbonitrile CN1C(=NC2=C1C=CC(=C2)C2=C(C=CC(=N2)C#N)C=2C=NN(C2)CCC(C(F)F)(F)F)C